2,5-dichloro-N-(2-(((R)-1-((R)-5,6-dimethyl-4,9-dioxo-1,3,6,2-dioxazaboronan-2-yl)-3-methylbutyl)amino)-2-oxoethyl)benzamide ClC1=C(C(=O)NCC(=O)N[C@@H](CC(C)C)B2OC(CCN([C@@H](C(O2)=O)C)C)=O)C=C(C=C1)Cl